1,3-diacetoxypropane-2-yl acetate C(C)(=O)OC(COC(C)=O)COC(C)=O